Benzylquinoline C(C1=CC=CC=C1)C1=NC2=CC=CC=C2C=C1